C(C)NC(=O)C1=CC2=C(C(N(C=C2C2=C(C=C3C=NN(C3=C2)CC(C)(C)F)OC2=C(C=C(C=C2C)F)C)C)=O)N1 N-ethyl-4-(5-(4-fluoro-2,6-dimethylphenoxy)-1-(2-fluoro-2-methylpropyl)-1H-indazol-6-yl)-6-methyl-7-oxo-6,7-dihydro-1H-pyrrolo[2,3-c]pyridine-2-carboxamide